N-(2-((1r,4r)-4-(azetidin-3-yloxy)cyclohexyl)-6-(cyclopropylmethoxy)-2H-indazol-5-yl)pyrazolo[1,5-a]pyrimidine-3-carboxamide N1CC(C1)OC1CCC(CC1)N1N=C2C=C(C(=CC2=C1)NC(=O)C=1C=NN2C1N=CC=C2)OCC2CC2